O1COC2=C1C=CC(=C2)NC=2C(=C(C(=CC2)Br)F)N N'-(benzo[d][1,3]dioxol-5-yl)-5-bromo-6-fluorobenzene-1,2-diamine